C(=O)(O)C1=CC=C(C=C1)C=1C2=CC=C(N2)C=C2C=CC(C(=C3C=CC(=CC=4C=CC1N4)N3)C3=CC=C(C=C3)C(=O)O)=N2 5,15-bis(4-carboxyphenyl)porphyrin